Tert-butyl N-[[6-(aminomethyl)-4-benzyl-morpholin-2-yl]methyl]carbamate NCC1OC(CN(C1)CC1=CC=CC=C1)CNC(OC(C)(C)C)=O